CN1N=CC(=C1)N(S(=O)(=O)NC(=O)NC1=C(SC(=C1C)C(C)C)C(C)C)[C@H]1CN(CCC1)C 1-[(1-Methyl-1H-pyrazol-4-yl)[(3R)-1-methylpiperidin-3-yl]sulfamoyl]-3-[4-methyl-2,5-bis(propan-2-yl)thiophen-3-yl]urea